1,1,3,3-Tetrachloro-1-fluoropropan ClC(CC(Cl)Cl)(F)Cl